C(C)OC(COCC1=CC=CC=C1)OCC 2,2-diethoxyethoxymethylbenzene